methyl 6-methyl-1-oxo-2,3-dihydro-1H-indene-2-carboxylate CC1=CC=C2CC(C(C2=C1)=O)C(=O)OC